1-methyl-6-nitro-4-(4-(trifluoromethoxy)phenyl)-1H-benzo[d]imidazole CN1C=NC2=C1C=C(C=C2C2=CC=C(C=C2)OC(F)(F)F)[N+](=O)[O-]